Butyl (R)-2-((2-nitrophenyl)sulfonyl)-8-phenyl-2,6-diazaspiro[3.4]octane-6-carboxylate [N+](=O)([O-])C1=C(C=CC=C1)S(=O)(=O)N1CC2(C1)CN(C[C@@H]2C2=CC=CC=C2)C(=O)OCCCC